2,6-dimethoxy-4-[5-(3-pyridyl)benzimidazol-1-yl]-N-(2,2,2-trifluoroethyl)benzamide COC1=C(C(=O)NCC(F)(F)F)C(=CC(=C1)N1C=NC2=C1C=CC(=C2)C=2C=NC=CC2)OC